(6R)-4-(5-methyl-1H-indazol-4-yl)-6-(2-propanyl)-2-(2-(2-propenoyl)-2,6-diazaspiro[3.4]octan-6-yl)-6,7-dihydro-5H-cyclopenta[b]pyridine-3-carbonitrile CC=1C(=C2C=NNC2=CC1)C1=C2C(=NC(=C1C#N)N1CC3(CN(C3)C(C=C)=O)CC1)C[C@@H](C2)C(C)C